tert-Butyl (NE)-N-{(4S)-4-[3-(benzyloxycarbonylamino)-2-chlorophenyl]-1-(2,2-dimethyltetrahydropyran-4-yl)-4-methyl-6-oxohexahydropyrimidin-2-ylidene}carbamate C(C1=CC=CC=C1)OC(=O)NC=1C(=C(C=CC1)[C@]1(N/C(/N(C(C1)=O)C1CC(OCC1)(C)C)=N\C(OC(C)(C)C)=O)C)Cl